N-(2-((5-cyano-4-phenoxypyrimidin-2-yl)amino)-5-(4-ethylpiperazin-1-yl)phenyl)acrylamide C(#N)C=1C(=NC(=NC1)NC1=C(C=C(C=C1)N1CCN(CC1)CC)NC(C=C)=O)OC1=CC=CC=C1